4-bromo-tosylate BrC1(CC=C(S(=O)(=O)[O-])C=C1)C